C1(CC1)CNC1CCC2=CC(=CC=C12)C(F)(F)F N-(cyclopropylmethyl)-5-(trifluoromethyl)-2,3-dihydro-1H-inden-1-amine